methyl 1-((5-bromothiophen-2-yl)sulfonyl)-5-phenylpiperidine-3-carboxylate BrC1=CC=C(S1)S(=O)(=O)N1CC(CC(C1)C1=CC=CC=C1)C(=O)OC